FC1(CN(CCO1)C1=NN=C(O1)C=1C=CC2=C(N(C([C@H](CS2)NC(OC(C)(C)C)=O)=O)CC2=CC=C(C=C2)OC2=CC=CC=C2)C1)F tert-butyl N-[(3R)-7-[5-(2,2-difluoromorpholin-4-yl)-1,3,4-oxadiazol-2-yl]-4-oxo-5-[(4-phenoxyphenyl)methyl]-2,3-dihydro-1,5-benzothiazepin-3-yl]carbamate